1-(4-(4-oxotetrahydropyrimidin-1(2H)-yl)phenyl)piperidine-4-carbaldehyde O=C1NCN(CC1)C1=CC=C(C=C1)N1CCC(CC1)C=O